C(C)(C)(C)OC(=O)N[C@H]1C2(CN3N=CC(=C31)F)CCN(CC2)C(=O)OC(C)(C)C tert-butyl (S)-4'-((tert-butoxycarbonyl)amino)-3'-fluoro-4'H,6'H-spiro[piperidine-4,5'-pyrrolo[1,2-b]pyrazole]-1-carboxylate